3-chloro-6-((4-chlorophenyl)(4-(methylthio)-1H-imidazol-2-yl)methyl)-2-(trifluoromethyl)pyridine ClC=1C(=NC(=CC1)C(C=1NC=C(N1)SC)C1=CC=C(C=C1)Cl)C(F)(F)F